FC=1C=CC2=C(N=C(O2)NC=2OC3=C(N2)C=C(C=C3)NC(N(C)C)=O)C1 3-(2-((5-fluorobenzo[d]oxazol-2-yl)amino)benzo[d]oxazol-5-yl)-1,1-dimethylurea